1-tetradecyl-2-(9Z,12Z-octadecadienoyl)-sn-glycero-3-phosphocholine CCCCCCCCCCCCCCOC[C@H](COP(=O)([O-])OCC[N+](C)(C)C)OC(=O)CCCCCCC/C=C\C/C=C\CCCCC